C(C)C=C(C(=O)O)C.C1(CCCC1)(O)O.C1(CCCC1)(O)O dicyclopentanediol ethyl-methacrylate